N-tert-butyl-3-iodo-5-[4-(trifluoromethyl)-phenyl]-benzamide C(C)(C)(C)NC(C1=CC(=CC(=C1)C1=CC=C(C=C1)C(F)(F)F)I)=O